C(C)(=O)N1CCN(CC1)C1=NC2=C(C=C(C=C2C(N1C)=O)C)[C@H](C)NC1=C(C(=O)O)C=CC=C1 (S)-2-((1-(2-(4-acetylpiperazin-1-yl)-3,6-dimethyl-4-oxo-3,4-dihydroquinazolin-8-yl)ethyl)amino)benzoic acid